6-(1-Acetyl-1,2,5,6-tetrahydropyridin-3-yl)-4-(2-chloro-5-fluoro-4-(piperazin-1-yl)phenyl)-7-fluoro-N,N-dimethyl-1H-indole-2-carboxamide C(C)(=O)N1CC(=CCC1)C1=CC(=C2C=C(NC2=C1F)C(=O)N(C)C)C1=C(C=C(C(=C1)F)N1CCNCC1)Cl